Zinc Thiazolide S1[C-]=NC=C1.[Zn+2].S1[C-]=NC=C1